COC=1C=C(C=CC1OC)C1=NC=2C(=NC(=CC2C)C2=CC=C(C=C2)N2CC3(C2)CN(C3)C(C)C)N1C 2-(3,4-Dimethoxyphenyl)-5-(4-(6-isopropyl-2,6-diazaspiro[3.3]hept-2-yl)phenyl)-3,7-dimethyl-3H-imidazo[4,5-b]pyridine